BrC1=C2C=CN(C2=CC(=C1)F)CC(F)F 4-bromo-1-(2,2-difluoroethyl)-6-fluoro-1H-indole